C1=CC=C(C=2OC3=C(C21)C=CC=C3)C3=CC=C(C=C3)NC3=CC=C(C=C3)C3=CC=C(C=C3)C3=CC=CC=C3 N-[4-(dibenzo[b,d]furan-4-yl)phenyl][1,1':4',1''-terphenyl]-4-amine